(6-amino-2-methoxy-quinolin-3-yl)-4-dimethylamino-2-(1-naphthyl)-1-phenyl-2-butanol NC=1C=C2C=C(C(=NC2=CC1)OC)C(C(CCN(C)C)(O)C1=CC=CC2=CC=CC=C12)C1=CC=CC=C1